COC(=O)C=1C=CC2=C(C=C(O2)Br)C1 2-bromobenzofuran-5-carboxylic acid methyl ester